Gold cyanid [Au](C#N)(C#N)C#N